4-methyl-piperazin CN1CCNCC1